Cl.C(CCCC)C(=O)N Pentane-1-carboxamide hydrochloride